COC1=CC=C(CN2N=CC=C2N/C(=C/C(=O)OCC)/C)C=C1 (E)-ethyl 3-((1-(4-methoxybenzyl)-1H-pyrazol-5-yl)amino)but-2-enoate